N-((2-methoxyphenyl)(phenyl)methyl)-2-oxo-6-(trifluoromethyl)-1,2-dihydropyridine-3-carboxamide COC1=C(C=CC=C1)C(NC(=O)C=1C(NC(=CC1)C(F)(F)F)=O)C1=CC=CC=C1